C1(CCCCC1)C(C(O)C1CCCCC1)O 1,2-dicyclohexylethane-1,2-diol